C(C)(C)C1=CC=CC(=C1)C1=CC=CC2=CC3=CC=CC=C3C=C12 4-isopropyl-6-anthracenylbenzene